C(C)(C)(C)OC[B-](F)(F)F.[K+] potassium (tert-butoxymethyl)trifluoroborate